butyl-(E)-3-(3,4-dihydroxyphenyl)acrylamide C(CCC)/C(/C(=O)N)=C\C1=CC(=C(C=C1)O)O